FC(C(=NO)N)(F)F 2,2,2-trifluoro-N'-hydroxy-acetamidine